8-[1-[4-fluoro-2-(4-hydroxy-1-piperidyl)anilino]ethyl]-3,6-dimethyl-2-tetrahydropyran-4-yl-quinazolin-4-one FC1=CC(=C(NC(C)C=2C=C(C=C3C(N(C(=NC23)C2CCOCC2)C)=O)C)C=C1)N1CCC(CC1)O